C[C@H]1CN(CCN1C=1C=NC(=CC1)NC=1C(N(C=C(C1)B1OC(C(O1)(C)C)(C)C)C)=O)C(=O)OC(C)(C)C tert-butyl (3S)-3-methyl-4-(6-[[1-methyl-2-oxo-5-(4,4,5,5-tetramethyl-1,3,2-dioxaborolan-2-yl)-1,2-dihydropyridin-3-yl]amino]pyridin-3-yl)piperazine-1-carboxylate